tert-butyl 2-((3-(((2R,7aR)-7a-(hydroxymethyl)hexahydro-1H-pyrrolizin-2-yl)oxy)propoxy)methyl)piperazine-1-carboxylate OC[C@@]12CCCN2C[C@@H](C1)OCCCOCC1N(CCNC1)C(=O)OC(C)(C)C